tert-butyl 4-(3-((5-(trifluoromethyl) pyridin-2-yl) amino) pyrazin-2-yl)-3,6-dihydropyridine-1(2H)-carboxylate FC(C=1C=CC(=NC1)NC=1C(=NC=CN1)C=1CCN(CC1)C(=O)OC(C)(C)C)(F)F